C(C)(C)(C)N1N=C(C=C1NC1=C2CCCS(C2=CC=C1)(=O)=O)[C@@H]1C[C@@H](CC1)O 5-((1-(tert-butyl)-3-((1S,3R)-3-hydroxycyclopentyl)-1H-pyrazol-5-yl)amino)thiochromane 1,1-dioxide